4-[(1S)-1-methyl-2-[[(R)-[(3S)-7-(1-methylpyrazol-4-yl)-2,3-dihydro-1H-pyrido[2,3-b][1,4]oxazin-3-yl]-phenyl-methyl]amino]ethyl]benzonitrile C[C@H](CN[C@H](C1=CC=CC=C1)[C@@H]1CNC2=C(O1)N=CC(=C2)C=2C=NN(C2)C)C2=CC=C(C#N)C=C2